C(CC)C(COCC(CCCCC)CCC)CCCCC mono(2-propyl heptyl) ether